FC(OC=1C=CC(=NC1)C=1N=NNC1)(F)F 4-(5-(trifluoromethoxy)pyridin-2-yl)-1H-1,2,3-triazole